(R)-4-methyl-3-((R)-1,1,1-trifluoro-2-hydroxypropan-2-yl)-5,6-dihydroisoxazolo[5,4-c]pyridine-7(4H)-one C[C@@H]1C2=C(C(NC1)=O)ON=C2[C@@](C(F)(F)F)(C)O